C(CCCCCCCCCCC)[SiH2]OC(Cl)Cl n-dodecyldichloromethoxysilane